COC=1C=C2CCN(CC2=CC1NC1=NC=C2C(=N1)N(N=C2)C[C@]2(N(CCC2)C(C)=O)C)C (S)-1-(2-((6-((6-methoxy-2-methyl-1,2,3,4-tetrahydroisoquinolin-7-yl)amino)-1H-pyrazolo[3,4-d]pyrimidin-1-yl)methyl)-2-methylpyrrolidin-1-yl)ethan-1-one